C(C)[C@@]12NC(N([C@@H]3CCOC4=CC=C(C(N[C@H]5CC(OC6=C5C=CC(CCCCCC1)=C6)(C)C)=O)C=C34)C(C2)=O)=N (1R,5R,20S)-5-ethyl-3-imino-18,18-dimethyl-17,27-dioxa-2,4,21-triazahexacyclo[21.6.2.22,5.112,16.015,20.026,30]tetratriaconta-12(32),13,15,23,25,30-hexaene-22,34-dione